(S)-N-{(S)-1-[2-(6-Bromobenzo[d]isoxazol-3-yl)phenyl]-2-(6-cyanopyridine-2-yl)ethyl}-2-methylpropane-2-sulfinamide BrC1=CC2=C(C(=NO2)C2=C(C=CC=C2)[C@H](CC2=NC(=CC=C2)C#N)N[S@@](=O)C(C)(C)C)C=C1